2-(3'-chloro-[1,1'-biphenyl]-3-yl)-9,9-dimethyl-9H-fluorene ClC=1C=C(C=CC1)C1=CC(=CC=C1)C1=CC=2C(C3=CC=CC=C3C2C=C1)(C)C